BrC=1C=C(C=CC1N1CCCC1)S(=O)(=O)CC(=O)OC(C)(C)C tert-butyl 2-[3-bromo-4-(pyrrolidin-1-yl)benzenesulfonyl]acetate